C1OCC12OCNC2 2,5-dioxa-7-azaspiro[3.4]octan